FC1=C(C=C2CN(C(C2=C1)=O)C1C(NC(CC1)=O)=O)C1CCN(CC1)CC1=CC=C(C=C1)C 3-(6-fluoro-5-(1-(4-methylbenzyl)piperidin-4-yl)-1-oxoisoindolin-2-yl)piperidine-2,6-dione